tetrasodium N,N-bis(carboxymethyl)-glutamate C(=O)(O)CN([C@@H](CCC(=O)[O-])C(=O)[O-])CC(=O)O.[Na+].[Na+].[Na+].[Na+].C(=O)(O)CN([C@@H](CCC(=O)[O-])C(=O)[O-])CC(=O)O